(2R,3S)-3-((6-fluoro-2-(2-methoxy-7-methylquinoxalin-5-yl)thiazolo[5,4-b]pyridin-5-yl)oxy)butan-2-yl (6-(4-hydroxypiperidine-1-carbonyl)pyridin-3-yl)carbamate OC1CCN(CC1)C(=O)C1=CC=C(C=N1)NC(O[C@H](C)[C@H](C)OC1=C(C=C2C(=N1)SC(=N2)C2=C1N=CC(=NC1=CC(=C2)C)OC)F)=O